N-Methyl-3-[1-(4-pyridyl)imidazol-4-yl]-4-[[4-(trifluoromethyl)phenyl]methylamino]benzenesulfonamide CNS(=O)(=O)C1=CC(=C(C=C1)NCC1=CC=C(C=C1)C(F)(F)F)C=1N=CN(C1)C1=CC=NC=C1